N[C@H]1C2N(CC1CC2)C(=O)C2=CC1=C(N(C(=N1)C=1N(C3=C(C=CC=C3C1)C1=COC=C1)CC1CC1)C)C(=C2)OC ((7R)-7-amino-2-azabicyclo[2.2.1]heptan-2-yl)(2-(1-(cyclopropylmethyl)-7-(furan-3-yl)-1H-indol-2-yl)-7-methoxy-1-methyl-1H-benzo[d]imidazol-5-yl)methanone